C(C)(C)(C)N1N=C(C(=C1C)O)C1=CC=CC=C1 1-(tert-butyl)-5-methyl-3-phenyl-pyrazol-4-ol